4-bromo-3-methoxy-N,N-dimethylaniline BrC1=C(C=C(N(C)C)C=C1)OC